C[C@H]1N(CCOC1)C1=NC2=C(N=CC=C2C(=C1)C1=CSC=C1C)C1=CC=NN1 2-[(3R)-3-methylmorpholin-4-yl]-4-(4-methyl-3-thienyl)-8-(1H-pyrazol-5-yl)-1,7-naphthyridine